O1[C@@H](C1)[C@@H](C[C@H](C=C)O)O (1R,2s,3R)-1-((R)-oxiran-2-yl)-4-pentene-1,3-diol